4-methoxy-1H-indole-1-carboxylate COC1=C2C=CN(C2=CC=C1)C(=O)[O-]